OCCCC(=O)OC(C)(C)C tert-butyl 4-hydroxy-butyrate